4'-(7-chloro-3-(3-(2-ethoxy-2-oxoethyl) phenyl)-2-oxo-1,2-dihydroquinolin-6-yl)-[1,1'-biphenyl]-2-yl 1-methylpiperidine-4-carboxylate CN1CCC(CC1)C(=O)OC1=C(C=CC=C1)C1=CC=C(C=C1)C=1C=C2C=C(C(NC2=CC1Cl)=O)C1=CC(=CC=C1)CC(=O)OCC